1-Methoxy-2-(2-methyl-propenyl)-3-nitrobenzene COC1=C(C(=CC=C1)[N+](=O)[O-])C=C(C)C